P(=O)([O-])([O-])[O-].[Co+2].[Pt+2] platinum cobalt phosphate